([2-(3,6-dimethoxy-9H-carbazol-9-yl)ethyl])Phosphonic acid COC=1C=CC=2N(C3=CC=C(C=C3C2C1)OC)CCP(O)(O)=O